2-chloro-N-[(1R)-1-(2,4-dichlorophenyl)ethyl]-5-methoxy-pyrimidin-4-amine ClC1=NC=C(C(=N1)N[C@H](C)C1=C(C=C(C=C1)Cl)Cl)OC